ethylene thiopropionate C(CC)(=S)O.C=C